(S or R)-N-(2-(2-(2-(2-azidoethoxy)ethoxy)ethoxy)ethyl)-4-(6,8-dichloro-2-methyl-1,2,3,4-tetrahydroisoquinolin-4-yl)benzenesulfonamide N(=[N+]=[N-])CCOCCOCCOCCNS(=O)(=O)C1=CC=C(C=C1)[C@@H]1CN(CC2=C(C=C(C=C12)Cl)Cl)C |o1:24|